OC1=C(C=CC=C1)C1=CC(=CN=N1)N1CCC(CC1)(C1=CC=CC=C1)CN1CC2(CN(C2)CC2CCN(CC2)C2=CC=C(C=C2)[C@@H]2C(NC(CC2)=O)=O)C1 |r| rac-(3R)-3-[4-(4-{[6-({[6-(2-hydroxyphenyl)pyridazin-4-yl]-4-phenylpiperidin-4-yl}methyl)-2,6-diazaspiro[3.3]heptan-2-yl]methyl}piperidin-1-yl)phenyl]piperidine-2,6-dione